1-tert-butylformate C(C)(C)(C)C(=O)[O-]